2-(2-isopropylphenyl)-9-(3-methoxy-4-(1-methyl-4-(trifluoromethyl)-1H-imidazol-2-yl)benzyl)-7-methyl-7,9-dihydro-8H-purin-8-imine C(C)(C)C1=C(C=CC=C1)C1=NC=C2N(C(N(C2=N1)CC1=CC(=C(C=C1)C=1N(C=C(N1)C(F)(F)F)C)OC)=N)C